BrC=1C=NC(=NC1)C(C(=O)OCC)C ethyl 2-(5-bromopyrimidin-2-yl)propanoate